FC1=C(OC2=C(C(=O)N)C=CC=N2)C=CC(=C1)CC(NC1=NN2C(C=CC(=C2)OC(F)(F)F)=N1)=O 2-(2-fluoro-4-(2-oxo-2-((6-(trifluoromethoxy)-[1,2,4]triazolo[1,5-a]pyridin-2-yl)amino)ethyl)phenoxy)nicotinamide